dibenzocyclooctane-5-carboxylate C1=CC=CC=2C(CCCC3=C(C21)C=CC=C3)C(=O)[O-]